3-(2-((2S,6R)-2,6-dimethyl-4-(pyridin-3-ylsulfonyl)piperazin-1-yl)-1,1-difluoro-2-oxoethyl)-4-fluoro-N-(4-fluoro-3-methylphenyl)benzamide C[C@@H]1N([C@@H](CN(C1)S(=O)(=O)C=1C=NC=CC1)C)C(C(F)(F)C=1C=C(C(=O)NC2=CC(=C(C=C2)F)C)C=CC1F)=O